FC1(CCN(CC1)C1=NC2=C(C=C(C=C2C(N1C)=O)C#C[Si](C)(C)C)\C(\C)=N/[S@](=O)C(C)(C)C)F (R,Z)-N-(1-(2-(4,4-difluoropiperidin-1-yl)-3-methyl-4-oxo-6-((trimethylsilyl)ethynyl)-3,4-dihydroquinazolin-8-yl)ethylidene)-2-methylpropane-2-sulfinamide